NC1=CC=C(C(=O)NCC)C=C1 4-amino-N-ethyl-benzamide